acrylic acid allyl ester C(C=C)OC(C=C)=O